C(C)OC=1C(C(C1NCCOCC#C)=O)=O 3-ethoxy-4-((2-(prop-2-yn-1-yloxy)ethyl)amino)cyclobut-3-ene-1,2-dione